2,3-dihydrobenzofuran-6-ol O1CCC2=C1C=C(C=C2)O